3-((8-methoxy-3,4-dihydroisoquinolin-2(1H)-yl)carbonyl)-1,5,7-trimethyl-1,5-dihydro-4H-pyrrolo[3,2-c]pyridin-4-one COC=1C=CC=C2CCN(CC12)C(=O)C1=CN(C2=C1C(N(C=C2C)C)=O)C